1-(5-methoxy-2,2-dimethyl-2H-chromen-6-yl)-3-(2-(trifluoromethyl)-1H-benzo[d]imidazol-5-yl)urea COC1=C2C=CC(OC2=CC=C1NC(=O)NC1=CC2=C(NC(=N2)C(F)(F)F)C=C1)(C)C